Cl.CC1=NC(=CC(=C1)C1=CC2=C(C(N(C=C2C=2C(=CN(C(C2)=O)C)C2=CC=C(C#N)C=C2)C)=O)N1)C 4-(4-(2-(2,6-dimethylpyridin-4-yl)-6-methyl-7-oxo-6,7-dihydro-1H-pyrrolo[2,3-c]pyridin-4-yl)-1-methyl-6-oxo-1,6-dihydropyridin-3-yl)benzonitrile hydrochloride